pyridine 1-oxide hydrochloride Cl.[N+]1(=CC=CC=C1)[O-]